(1S,3R)-3-(3-{[(2-meth-oxypyridin-4-yl)acetyl]-amino}-1H-pyrazol-5-yl)-cyclopentyl tetrahydro-2H-pyran-4-ylcarbamate O1CCC(CC1)NC(O[C@@H]1C[C@@H](CC1)C1=CC(=NN1)NC(CC1=CC(=NC=C1)OC)=O)=O